1-(benzyloxy)octadecan-2-ol C(C1=CC=CC=C1)OCC(CCCCCCCCCCCCCCCC)O